[Na+].BrCCCS(=O)(=O)[O-] 3-bromo-1-propanesulfonic acid sodium salt